8-(4-chlorophenylthio)guanosine ClC1=CC=C(C=C1)SC=1N([C@H]2[C@H](O)[C@H](O)[C@@H](CO)O2)C=2N=C(NC(C2N1)=O)N